ClC1=CC=C(C=C1)C1=NC(=NO1)C1=CC=C(C=C1)OC 5-(4-chlorophenyl)-3-(4-methoxyphenyl)-1,2,4-oxadiazole